ClCCCC1([C@H]2C[C@H]2CN1)C(=O)OC methyl (1S,5R)-2-(3-chloropropyl)-3-azabicyclo[3.1.0]hexane-2-carboxylate